9-(1-benzyl-1H-pyrazol-4-yl)-3,4-dihydropyrido[2,1-c][1,2,4]thiadiazine 2,2-dioxide C(C1=CC=CC=C1)N1N=CC(=C1)C1=CC=CN2C1=NS(CC2)(=O)=O